OC[C@H](C)N1C=NC2=C(C1=O)C=C(N=C2C=2C=NC=CC2)C=2C=NSC2 (S)-3-(1-hydroxypropan-2-yl)-6-(isothiazol-4-yl)-8-(pyridin-3-yl)pyrido[3,4-d]pyrimidin-4(3H)-one